FC1=CC(=CC2=CN(N=C12)C)NC(=O)C=1C=CC(=C2C=NC(=NC12)OCC1COCC1)N1C[C@H](N([C@H](C1)C)C(=O)OC(C)(C)C)C tert-butyl (2R,6S)-4-{8-[(7-fluoro-2-methylindazol-5-yl)carbamoyl]-2-(oxolan-3-ylmethoxy)-quinazolin-5-yl}-2,6-dimethylpiperazine-1-carboxylate